FC=1C=CC2=CN(N=C2C1C(=O)NC=1C(=C(C=2N(C1)C=C(N2)C)F)OC)C 6-fluoro-N-(8-fluoro-7-methoxy-2-methylimidazo-[1,2-a]pyridin-6-yl)-2-methyl-indazole-7-carboxamide